tert-butyl (3'S)-3',4,4-trifluoro-[1,4'-bipiperidine]-1'-carboxylate F[C@H]1CN(CCC1N1CCC(CC1)(F)F)C(=O)OC(C)(C)C